CCC(CC)N1N=CC(=C1)C=1C=2N(C=C(N1)C=1C=NN(C1)C[C@@H]1CCC(N1)=O)N=CC2 (S)-5-((4-(4-(1-(pent-3-yl)-1H-pyrazol-4-yl)pyrazolo[1,5-a]pyrazin-6-yl)-1H-pyrazol-1-yl)methyl)pyrrolidin-2-one